CN1CCN(CC1)CC1=CC2=C(NC(=N2)C2=NNC=C2NC=2C3=C(N=CN2)NC=C3)C=C1 N-(3-(5-((4-methylpiperazin-1-yl)methyl)-1H-benzo[d]imidazol-2-yl)-1H-pyrazol-4-yl)-7H-pyrrolo[2,3-d]pyrimidin-4-amine